2-acetyl-3-(4-hydroxybenzyl)-pyridin-4-one C(C)(=O)C1=NC=CC(C1CC1=CC=C(C=C1)O)=O